(S)-3-(4-(5-cyanopyridin-2-yl)piperazine-1-carbonyl)-3-methylpyrrolidine-1-carboxylic acid tert-butyl ester C(C)(C)(C)OC(=O)N1C[C@@](CC1)(C)C(=O)N1CCN(CC1)C1=NC=C(C=C1)C#N